N1C(=NC2=C1C=CC=C2)C2=NNC1=CC=C(C=C21)C=2C=C(C#N)C=CC2 3-(3-(1H-benzo[d]imidazol-2-yl)-1H-indazol-5-yl)benzonitrile